C(=O)C1CCN(CC1)C(=O)[O-] 4-formylpiperidin-1-carboxylate